BrC1=CC(=C(C#N)C=C1)N1CCNCC1 4-bromo-2-(piperazin-1-yl)benzonitrile